4-((6-(1-(tert-Butyl)-1H-pyrazol-4-yl)pyrazin-2-yl)((4-(4-methoxy-3-methylphenyl)bicyclo[2.2.2]octan-1-yl)methyl)carbamoyl)(trans-cyclohexyl) 3-hydroxyazetidine-1-carboxylate OC1CN(C1)C(=O)O[C@@H]1CC[C@H](CC1)C(N(CC12CCC(CC1)(CC2)C2=CC(=C(C=C2)OC)C)C2=NC(=CN=C2)C=2C=NN(C2)C(C)(C)C)=O